ClC1=NC(=CC(=N1)N1C2=CC=CC=C2C=2C=CC=CC12)N1C2=CC=CC=C2C=2C=CC=CC12 9,9'-(2-chloropyrimidine-4,6-diyl)bis(9H-carbazole)